FC(C=1C=C(C=C(C1)C(F)(F)F)P(C1=C(C(=CC=C1OC)OC)C1=C(C=C(C=C1C(C)C)C(C)C)C(C)C)C1=CC(=CC(=C1)C(F)(F)F)C(F)(F)F)(F)F bis(3,5-bis(trifluoromethyl)phenyl)(2',4',6'-triisopropyl-3,6-dimethoxybiphenyl-2-yl)phosphine